tert-butyl (3R)-3-[4-(3,4-dichloro-2-fluoro-phenoxy)quinazolin-6-yl]pyrrolidine-1-carboxylate ClC=1C(=C(OC2=NC=NC3=CC=C(C=C23)[C@@H]2CN(CC2)C(=O)OC(C)(C)C)C=CC1Cl)F